C(C1=CC=CC=C1)OC[C@H](NC(=O)OCC(Cl)(Cl)Cl)C(=O)O O-benzyl-N-(2,2,2-trichloroethoxycarbonyl)serine